C1(CCCCC1)NC(C[C@@H]1NC([C@@H]2CC3=C(NC=4C=C(C=CC34)OC)[C@@H](N2C1=O)CC(C)C)=O)=O N-cyclohexyl-2-((3S,6S,12aS)-6-isobutyl-9-methoxy-1,4-dioxo-1,2,3,4,6,7,12,12a-octahydropyrazino[1',2':1,6]pyrido[3,4-b]indol-3-yl)acetamide